ClC=1SC2=C(N1)C=CC1=C2C[C@@H](O1)CO (R)-(2-chloro-7,8-dihydrobenzofuro[5,4-d]thiazol-7-yl)methanol